(R)-1'-(2-(5-Amino-3-phenyl-1H-pyrazol-1-yl)acetyl)-6-chloro-5-fluorospiro[benzo[d][1,3]oxazine-4,3'-pyrrolidin]-2(1H)-one NC1=CC(=NN1CC(=O)N1C[C@@]2(CC1)C1=C(NC(O2)=O)C=CC(=C1F)Cl)C1=CC=CC=C1